Cl[Si]([Si](Cl)(Cl)Cl)(Cl)Cl Hexachlorodisilan